6-Chloro-3-[[(1R)-1-[3,6-dimethyl-4-oxo-2-[1-(trideuteriomethyl)pyrazol-4-yl]chromen-8-yl]ethyl]-amino]-N'-hydroxy-pyridine-2-carboxamidine ClC1=CC=C(C(=N1)C(=NO)N)N[C@H](C)C=1C=C(C=C2C(C(=C(OC12)C=1C=NN(C1)C([2H])([2H])[2H])C)=O)C